ClC=1C=CC(=C(C(=O)NC23CCC(CC2)(CC3)C(F)(F)F)C1)S(=O)(=O)C 5-chloro-2-(methylsulfonyl)-N-(4-(trifluoromethyl)bicyclo[2.2.2]oct-1-yl)benzamide